3-(methylaminocarbonyl)phenylboronic acid CNC(=O)C=1C=C(C=CC1)B(O)O